(R)-N-(2-hydroxyethyl)-3-(1-(4-oxo-7-(5-(trifluoromethyl)-1H-pyrazol-4-yl)quinazolin-3(4H)-yl)ethyl)benzamide OCCNC(C1=CC(=CC=C1)[C@@H](C)N1C=NC2=CC(=CC=C2C1=O)C=1C=NNC1C(F)(F)F)=O